(2-phenylpropyl)biguanidine hydrochloride Cl.C1(=CC=CC=C1)C(CNC(=N)NNC(=N)N)C